BrC=1C=C(C=CC1)NC(=O)NC1=C(C(=CC(=C1)Cl)Cl)CCO 1-(3-bromophenyl)-3-[3,5-dichloro-2-(2-hydroxyethyl)phenyl]urea